tert-Butyl 6-(4,4,5,5-tetramethyl-1,3,2-dioxaborolan-2-yl)-3,4-dihydroisoquinoline-2(1H)-carboxylate CC1(OB(OC1(C)C)C=1C=C2CCN(CC2=CC1)C(=O)OC(C)(C)C)C